OC1=C(N=NC2=CC(=CC=C12)OC1=CC=CC=C1)C(=O)O 4-hydroxy-7-phenoxy-cinnoline-3-carboxylic acid